ClC=1C=C(C=CC1)C#CC1CN(C1)C(=O)N1C[C@@H](CC1)C1=CN=NN1 [3-[2-(3-Chlorophenyl)ethynyl]azetidin-1-yl]-[(3R)-3-(1H-triazol-5-yl)pyrrolidin-1-yl]methanone